BrC=1C=CC2=C(N(C(=N2)CBr)C)C1 6-bromo-2-(bromomethyl)-1-methyl-1H-benzo[d]imidazole